[C@@]123CCN([C@H]1CC[C@@H]3NCC2)C=2N=C3C=CC(=NC3=CC2)C=2C=C3C=C(NC3=CC2O)C 5-{6-[(1r,5s,8s)-4,9-diazatricyclo[6.3.0.0{1,5}]Undecan-4-yl]-1,5-naphthyridin-2-yl}-2-methylindole-6-ol